[N+](=O)([O-])C1=CC=C(C=C1)S(=O)(=O)NC([C@H](CC1=CC=C(C=C1)Br)NC(CN1C(SC(C1=O)=CC1=CC=C(C=C1)C1=CC=CC=C1)=O)=O)=O (S)-N-(4-Nitrobenzenesulfonyl)-2-(2-(5-(([1,1'-biphenyl]-4-yl)methylene)-thiazolidine-2,4-dione-3-yl)acetamido)-3-(4-bromophenyl)propionamide